9-(Pyrrolidin-1-yl)-10-(trifluoromethyl)pyrido[2,3-b]phenazin-5,12-dion N1(CCCC1)C1=CC=C2N=C3C(C4=C(C(C3=NC2=C1C(F)(F)F)=O)N=CC=C4)=O